C(C)(C)(C)NC(C1=NC=C(C=C1)NC=1C(=NN(C1)C1=C(C=CC=C1F)F)C(N)=O)=O N-(tert-butyl)-5-((3-carbamoyl-1-(2,6-difluorophenyl)-1H-pyrazol-4-yl)amino)picolinamide